S(C1=C(C=CC=C1C)O)C1=C(C=CC=C1C)O thiobis(methylphenol)